(3R,5S)-3-((6-((S)-amino(4,4-difluorocyclohexyl)methyl)-3-(tert-butyl)imidazo[1,2-b][1,2,4]triazin-2-yl)methyl)-5-(trifluoromethyl)piperidin-2-one N[C@H](C=1N=C2N(N=C(C(=N2)C(C)(C)C)C[C@@H]2C(NC[C@H](C2)C(F)(F)F)=O)C1)C1CCC(CC1)(F)F